C1(C=CC=CC1)(CCCCO)CCCCO cyclohexadienedibutanol